C(C)(=O)OC1CCC2=C1N=C(N=C2O)O 2,4-dihydroxy-6,7-dihydro-5H-cyclopenta[d]pyrimidin-7-yl acetate